FC=1C=C2C(=NC(=NC2=CC1)NC1COCCC1)N1CC=2C=C(C=NC2CC1)NC=1N(N=CC1)C 6-fluoro-4-[3-[(2-methylpyrazol-3-yl)amino]-7,8-dihydro-5H-1,6-naphthyridin-6-yl]-N-tetrahydropyran-3-yl-quinazolin-2-amine